C(C(C)C)C(C(=O)N)CCC(=O)N isobutyl-glutaramide